[3-(4-aminocinnolin-7-yl)-4-[4-(methylcarbamoyl)pyrazol-1-yl]phenyl]boronic acid formate salt C(=O)O.NC1=CN=NC2=CC(=CC=C12)C=1C=C(C=CC1N1N=CC(=C1)C(NC)=O)B(O)O